COC=1C=C(CCN)C=CC1OCC 3-methoxy-4-ethoxyphenethylamine